trans-methyl 3-(6-chloropyrazolo[3,4-d]pyrimidin-1-yl)cyclobutanecarboxylate ClC1=NC=C2C(=N1)N(N=C2)[C@@H]2C[C@H](C2)C(=O)OC